1-(4-((2-methoxyethoxy)methyl)phenyl)ethan-1-ol COCCOCC1=CC=C(C=C1)C(C)O